CC1=C(C=CC(=N1)NC(=O)C1=CC=C(C(=O)OC)C=C1)NC=1C=C(C=CC1[N+](=O)[O-])C1=CC=CC=C1 methyl 4-((6-methyl-5-((4-nitro-[1,1'-biphenyl]-3-yl)amino)pyridin-2-yl)carbamoyl)benzoate